NC1=C(OCCS(=O)(=O)O)C=CC=C1 2-(2-aminophenoxy)ethane-1-sulfonic acid